2-fluoro-6-hydroxybenzyl alcohol FC1=C(CO)C(=CC=C1)O